2-benzyl-7-methoxy-5-methyl-2,3,4,6-tetrahydro-1H-pyrido[4,3-b]carbazole C(C1=CC=CC=C1)N1CC=2C(=C(C=3NC=4C(=CC=CC4C3C2)OC)C)CC1